5-[4-[[(3S)-1-(3-fluoropropyl)pyrrolidin-3-yl]amino]phenyl]-6-[4-(trifluoromethyl-sulfanyl)phenyl]-8,9-dihydro-7H-benzo[7]annulen-2-ol FCCCN1C[C@H](CC1)NC1=CC=C(C=C1)C1=C(CCCC2=C1C=CC(=C2)O)C2=CC=C(C=C2)SC(F)(F)F